C(C)(C)(C)OC(=O)N1CC(C1)CC(CC=C)F 3-(2-fluoropent-4-en-1-yl)azetidine-1-carboxylic acid tert-butyl ester